2,3-bisaminopropanoic acid NC(C(=O)O)CN